COC(C(CC1=NN(C=C1)C)NC(=O)OC(C)(C)C)=O 2-((Tert-Butoxycarbonyl)amino)-3-(1-methyl-1H-pyrazol-3-yl)propanoic acid methyl ester